C(C=C)(=O)O.C(C=C)(=O)O.OC1CCC(CC1)C(C)(C)C1CCC(CC1)O 2,2-bis(4-hydroxy-cyclohexyl)propane diacrylate